C12(CC3(CC(CC(C1)C3)(C2)C(=O)O)C(=O)O)C(=O)N adamantane-1,3,5-tricarboxylic acid amide